4-[[2-[(1-hydroxy-3H-2,1-benzoxaborole-5-yl)amino]-5-methyl-pyrimidin-4-yl]amino]tetrahydropyran-2-ol hydrochloride Cl.OB1OCC2=C1C=CC(=C2)NC2=NC=C(C(=N2)NC2CC(OCC2)O)C